3-(naphthalen-2-yl)-2-(3,4,5-trimethoxyphenyl)-2H-azepine C1=C(C=CC2=CC=CC=C12)C=1C(N=CC=CC1)C1=CC(=C(C(=C1)OC)OC)OC